Cis-2,6-dimethyl-4-(4,4,5,5-tetramethyl-1,3,2-dioxaborolan-2-yl)-3,6-dihydropyridine-1(2H)-carboxylic acid tert-butyl ester C(C)(C)(C)OC(=O)N1[C@H](CC(=C[C@H]1C)B1OC(C(O1)(C)C)(C)C)C